N-methoxy-N,1-dimethylcyclopentane-1-carboxamide CON(C(=O)C1(CCCC1)C)C